N1(N=CC=C1)C1=CC=C(C=C1)C(O)C1=CC2=C(OCOC2)C=C1 (4-(1H-pyrazol-1-yl)phenyl)(4H-benzo[d][1,3]dioxin-6-yl)methanol